CC1=C(C=C(C=C1)C1=NN=C(N1)C1=CC=CC=C1)S(=O)(=O)C1OC2(CC1)CCNCC2 ((2-methyl-5-(5-phenyl-4H-1,2,4-triazol-3-yl)phenyl)sulfonyl)-1-oxa-8-azaspiro[4.5]decane